5'-((dimethyl-amino)methyl)-2'-(4-ethoxy-2,3-dihydro-1H-indene-1-yl)-7'-((2-(methylamino)-1H-imidazol-1-yl)methyl)-2',3'-dihydro-1'H-spiro[cyclobutan-1,4'-isoquinoline]-1'-one CN(C)CC1=C2C3(CN(C(C2=CC(=C1)CN1C(=NC=C1)NC)=O)C1CCC2=C(C=CC=C12)OCC)CCC3